methyl 6-(4-(tert-butyloxycarbonyl)piperazine-1-yl)pyridazine-3-carboxylate C(C)(C)(C)OC(=O)N1CCN(CC1)C1=CC=C(N=N1)C(=O)OC